BrC1=CC=C(C=N1)C(CCNC)C(F)(F)F 3-(6-bromopyridin-3-yl)-4,4,4-trifluoro-N-methylbutan-1-amine